1-(2-(3-acetyl-1H-indol-1-yl)acetyl)piperidine-4-carboxylic acid methyl ester COC(=O)C1CCN(CC1)C(CN1C=C(C2=CC=CC=C12)C(C)=O)=O